ClCCN(C1=CC=C(C=C1)O)CCCl N,N-di-(2-chloroethyl)-p-hydroxyaniline